C(C)(C)N([SiH](O[SiH](O[SiH](C)N(C(C)C)C(C)C)C)C)C(C)C 1,5-bis(di-iso-propylamino)-1,3,5-trimethyltrisiloxane